N-(2-bromo-5-fluorobenzylidene)-2-methylpropane-2-sulfinamide BrC1=C(C=NS(=O)C(C)(C)C)C=C(C=C1)F